1,2-dimethyl-3-N-butylimidazolium CN1C(=[N+](C=C1)CCCC)C